ethyldi(2-propenyl)methoxysilane C(C)[Si](OC)(CC=C)CC=C